tert-butyl 2-bromo-2-(7-fluoro-1-methylisoquinolin-5-yl)acetate BrC(C(=O)OC(C)(C)C)C1=C2C=CN=C(C2=CC(=C1)F)C